(7-(3-chloro-5-(trifluoromethoxy)phenyl)-2-azaspiro[3.5]non-2-yl)((1s,3s)-3-hydroxy-3-methylcyclobutyl)methanone ClC=1C=C(C=C(C1)OC(F)(F)F)C1CCC2(CN(C2)C(=O)C2CC(C2)(C)O)CC1